O=C1C2=CC=CC=C2C(C=2OC(=CC21)C(CC(=O)OC(C)(C)C)=O)=O tert-Butyl 3-(4,9-Dioxo-4,9-dihydro-naphtho[2,3-b]furan-2-yl)-3-oxo-propionate